FC1=C(C=CC=C1C)C(C)NS(=O)C(C)(C)C N-(1-(2-fluoro-3-methyl-phenyl)ethyl)-2-methyl-propane-2-sulfinamide